N(=[N+]=[N-])CCOCCOCCC1=C(C(=O)N)C=CC=C1S(=O)(=O)C 2-(2-(2-(2-azidoethoxy)ethoxy)ethyl)-3-(methylsulfonyl)benzamide